N1(CCCC1)[Si](OC)(OC)N1CCCC1 bis(pyrrolidino)-dimethoxysilane